COC1=C(C=CC=C1)C1=CC=2C(=CN=C(C2)NC(=O)C2CC2)N1C N-(2-(2-methoxyphenyl)-1-methyl-1H-pyrrolo[2,3-c]pyridin-5-yl)cyclopropanecarboxamide